Cl.CNC(CCNC)N=C=NCC 1,3-dimethylaminopropyl-3-ethylcarbodiimide hydrochloride